4,4-difluoroazepane-1-carboxylic acid tert-butyl ester C(C)(C)(C)OC(=O)N1CCC(CCC1)(F)F